FC(C(=O)NC(=N)C1=NNC=C1)(F)F N1-trifluoroacetyl-pyrazolecarboxamidine